(3-(10-(3-(2,6-diphenylpyrimidin-4-yl)phenyl)anthracene-9-yl)phenyl)dimethylphosphine oxide C1(=CC=CC=C1)C1=NC(=CC(=N1)C=1C=C(C=CC1)C1=C2C=CC=CC2=C(C2=CC=CC=C12)C=1C=C(C=CC1)P(C)(C)=O)C1=CC=CC=C1